COC(CCC1=C(C=C(C=C1OC)B1OC(C(O1)(C)C)(C)C)OC)=O.ClC1=C(N=NC(=C1)Cl)C(=O)NC([2H])([2H])[2H] 4,6-dichloro-N-(methyl-d3)pyridazin-3-carboxamide methyl-3-(2,6-dimethoxy-4-(4,4,5,5-tetramethyl-1,3,2-dioxaborolan-2-yl)phenyl)propanoate